C(C)C=1C=2C3=CN=C(C(O[C@@H](C4=CC(=CC(=C4C4=NN(C=C4CC2ON1)C)F)F)C)=C3)N (19R)-3-ethyl-14,16-difluoro-10,19-dimethyl-5,20-dioxa-4,10,11,23-tetraazapentacyclo[19.3.1.02,6.08,12.013,18]pentacosa-1(24),2(6),3,8,11,13,15,17,21(25),22-decaen-22-amine